5-bromo-2-(4-fluoro-3-(trifluoromethyl)benzyloxy)benzaldehyde BrC=1C=CC(=C(C=O)C1)OCC1=CC(=C(C=C1)F)C(F)(F)F